BrC1=NNC(=N1)CC 2-(3-bromo-1H-1,2,4-triazol-5-yl)ethan